CC(C)(C1=CC=C(C=C1)OC2=CC=C(C=C2)N)C3=CC=C(C=C3)OC4=CC=C(C=C4)N 2,2'-bis[4-(4-aminophenoxy)phenyl]Propane